1-(2-methyl-2H-indazol-4-yl)-1H-benzo[d]imidazol-2(3H)-one CN1N=C2C=CC=C(C2=C1)N1C(NC2=C1C=CC=C2)=O